C1C(CC2=CC=CC=C12)NC1=NC=C(C=N1)C=1C(=NN(C1)CC(=O)N1CC2=C(CC1)NN=N2)CN2CC1=CC=CC=C1CC2 2-(4-{2-[(2,3-dihydro-1H-inden-2-yl)amino]pyrimidin-5-yl}-3-(1,2,3,4-tetrahydroisoquinolin-2-ylmethyl)-1H-pyrazol-1-yl)-1-{1H,4H,5H,6H,7H-[1,2,3]triazolo[4,5-c]pyridin-5-yl}ethan-1-one